OCCC1C2CN(CC1CC2)CC(=O)NC=2C=C(C(=NC2)C)NC(=O)C=2N=NN1C2C=CC(=C1)C=1C=NN(C1)C N-[5-[[2-[8-(2-hydroxyethyl)-3-azabicyclo[3.2.1]octan-3-yl]acetyl]amino]-2-methyl-3-pyridyl]-6-(1-methylpyrazol-4-yl)triazolo[1,5-a]pyridine-3-carboxamide